α-tocopheryl ferulate CC1=C(C(=C(C2=C1OC(CC2)(C)CCCC(C)CCCC(C)CCCC(C)C)C)OC(=O)/C=C/C3=CC(=C(C=C3)O)OC)C